benzyl 4-(2-{[(1S,3R)-3-{[(tert-butoxy)carbonyl]amino}cyclopentyl]methoxy}ethyl)piperidine-1-carboxylate C(C)(C)(C)OC(=O)N[C@H]1C[C@H](CC1)COCCC1CCN(CC1)C(=O)OCC1=CC=CC=C1